FC=1C(=C(C=CC1F)[C@H]1[C@@H](O[C@]([C@H]1C)(C(F)(F)F)C)C1=NC(C2=C(N1)C=CN=C2)=O)OC 2-((2R,3S,4S,5R)-3-(3,4-difluoro-2-methoxyphenyl)-4,5-dimethyl-5-(trifluoromethyl)tetrahydrofuran-2-yl)pyrido[4,3-d]pyrimidin-4(1H)-one